BrC=1C=C2C(=C3C(=CC=NC13)OC1=C(C(=C(C=C1F)[N+](=O)[O-])F)F)OC(CO2)=O 6-bromo-10-(2,3,6-trifluoro-4-nitrophenoxy)-2,3-dihydro-[1,4]dioxino[2,3-f]quinolone